C(\C=C/C=C\CCCCC)=O (Z,Z)-2,4-Decadienal